butyl-3-(2,2,2-trifluoroacetyl)pyrrolidine C(CCC)N1CC(CC1)C(C(F)(F)F)=O